ClC=1C(=NC(=NC1)NC1=C(C=C(C=C1)N1C[C@H]2COCCN2CC1)OC(F)F)NC1=C(SC=C1)C(=O)N (S)-3-((5-chloro-2-((2-(difluoromethoxy)-4-(hexahydropyrazino[2,1-c][1,4]oxazin-8(1H)-yl)phenyl)amino)pyrimidin-4-yl)amino)thiophene-2-carboxamide